C(C)OC(C(=C)N1C2=C(OC(C1)C(=O)OCC)C=CC=N2)=O ethyl 4-(3-ethoxy-3-oxoprop-1-en-2-yl)-3,4-dihydro-2H-pyrido[3,2-b][1,4]oxazine-2-carboxylate